(S)-1-((R)-3-fluoropyrrolidin-1-yl)propan-2-ol F[C@H]1CN(CC1)C[C@H](C)O